C(C)(C)(C)[C@@H]1CC=2C=C3C(=NC2CC1)SC(=N3)C(=O)N[C@H](CCN(C)C)C3=CC(=CC=C3)C(NC3CN(C3)C)=O (7S)-7-tert-butyl-N-[(1R)-3-(dimethylamino)-1-[3-[(1-methylazetidin-3-yl)carbamoyl]phenyl]propyl]-5,6,7,8-tetrahydrothiazolo[5,4-b]quinoline-2-carboxamide